C(C)(C)(C)OC(=O)N1C[C@H](CCC1)NC=1N=CC2=CC(=NC(=C2C1)NCC)C#N (S)-3-((7-cyano-5-(ethylamino)-2,6-naphthyridin-3-yl)amino)piperidine-1-carboxylic acid tert-butyl ester